N1=CC=C(C=C1)C=1C=C(C=CC1)C1=C(C(=NC=C1N1C2=CC=CC=C2C=2C=CC=CC12)N1C2=CC=CC=C2C=2C=CC=CC12)N1C2=CC=CC=C2C=2C=CC=CC12 9,9',9''-(4-(3-(pyridin-4-yl)phenyl)pyridine-2,3,5-triyl)tris(9H-carbazole)